CN1CCN(CC1)C(CC1=CC=C(NC2=NN3C(C(=CC=C3)N3CC(C3)(N3N=CC(=C3)C(F)(F)F)CC#N)=N2)C=C1)=O 2-[1-[2-[4-[2-(4-methylpiperazin-1-yl)-2-oxo-ethyl]anilino]-[1,2,4]triazolo[1,5-a]pyridin-8-yl]-3-[4-(trifluoromethyl)pyrazol-1-yl]azetidin-3-yl]acetonitrile